alpha-iodoacetophenone ICC(=O)C1=CC=CC=C1